1,4-bis[4-(2-methacryloyloxyethyl)phenylamino]-9,10-anthraquinone C(C(=C)C)(=O)OCCC1=CC=C(C=C1)NC1=CC=C(C=2C(C3=CC=CC=C3C(C12)=O)=O)NC1=CC=C(C=C1)CCOC(C(=C)C)=O